BrC=1C(=CC(=NC1)C(F)F)O 5-bromo-2-(difluoromethyl)pyridin-4-ol